BrC1=C(C(=CC=C1)F)C1CC(C(C(C1)=O)=CNCCN(C)C)=O 5-(2-bromo-6-fluorophenyl)-2-(((2-(dimethylamino)ethyl)amino)methylene)cyclohexane-1,3-dione